COC(=O)C1=CC2=C(C=CC=C2C=C1)OCC1=CC=CC=C1 8-(benzyloxy)-2-naphthoic acid methyl ester